[3-(2H-benzotriazole-2-yl)-4-hydroxy-5-tert-butylphenyl]-propionic acid N=1N(N=C2C1C=CC=C2)C=2C=C(C=C(C2O)C(C)(C)C)C(C(=O)O)C